CC1=CC=C(C=C1)C1=NC2=CC=CC=C2C=N1 (d-p-methylphenyl)quinazoline